BrC1=CC=C(C=C1)N(C1=CC=C(C#N)C=C1)C1=CC=C(C=C1)Br 4-(bis(4-bromophenyl)amino)benzonitrile